CS(=O)(=O)N1CCCCC1 N-methylsulfonyl-piperidine